C1(CCCCC1)CCCCNC(=O)C=1N=C(OC1)C1C(C2CCC1O2)CC=CCCC(=O)O 6-[3-[4-[[(4-cyclohexylbutyl)amino]-carbonyl]-2-oxazolyl]-7-oxabicyclo[2.2.1]hept-2-yl]-4-hexenoic acid